[Na+].C(CCCCCCC\C=C/CCCCCCCC)(=O)OC[C@@H](OC(CCCCCCC\C=C/CCCCCCCC)=O)COP(=O)(O)OC[C@H](N)C(=O)[O-] 1,2-Dioleoyl-sn-glycero-3-phospho-L-serine monosodium salt